(1,1-cyclobutanedicarboxylic acid) platinum (II) [Pt+2].C1(CCC1)(C(=O)O)C(=O)O